C[C@@H]1C[C@H](CC1)C trans-1,3-dimethyl-cyclopentane